FC=1C=CC2=C(NC(=N2)C=2C=C(C=CC2)NC2=NC=C(C=N2)C2=NC=CC=N2)C1 N-(3-(6-fluoro-1H-benzo[d]imidazol-2-yl)phenyl)-[2,5'-bipyrimidin]-2'-amine